butylphosphorylcholine C(CCC)P(=O)=C(O)C[N+](C)(C)C